methyl 5-((4-((2-morpholinylpyridin-4-yl) amino)-7-methoxyquinazolin-6-yl) amino)-5-oxopentanoate N1(CCOCC1)C1=NC=CC(=C1)NC1=NC=NC2=CC(=C(C=C12)NC(CCCC(=O)OC)=O)OC